OC[C@@H]1CN(CCO1)C(=O)OC(C)(C)C (S)-tert-butyl 2-hydroxymethylmorpholine-4-carboxylate